COC=1C=C(C=CC1OC)C1=CC=NC=2N1N=C(C2)C(=O)NC2=NC=C(C=C2)C 7-(3,4-dimethoxyphenyl)-N-(5-methylpyridin-2-yl)pyrazolo[1,5-a]pyrimidine-2-carboxamide